BrC=1NC2=CC(=CC=C2C1C1CCCCC1)S(=O)(=O)NC(C)(C)C 2-bromo-3-cyclohexyl-N-(1,1-dimethylethyl)-1H-indole-6-sulfonamide